FC(C1=NN(C=C1S(=O)(=O)[C@@](C)(F)C1CCN(CC1)C(=O)OC(C)(C)C)C)F tert-Butyl (R)-4-(1-((3-(difluoromethyl)-1-methyl-1H-pyrazol-4-yl)sulfonyl)-1-fluoroethyl)piperidine-1-carboxylate